3,6-di-tert-butyl-4,5-dimethoxy-1,2-benzoquinone C(C)(C)(C)C=1C(C(C(=C(C1OC)OC)C(C)(C)C)=O)=O